1-methoxy-3-trimethylsiloxy-but-1,3-diene COC=CC(=C)O[Si](C)(C)C